C=1(N=CN2C1C=CC=C2)CCN 2-(Imidazo[1,5-a]pyridin-1-yl)ethan-1-amine